C1CC12C1(CC1)C2COC2=NN(C=C2)C2=CC=C(C(=N2)N2C(C[C@@H](C2)C)(C)C)C(=O)NS(=O)(=O)C2=C(C=CC=C2)C 6-[3-(Dispiro[2.0.24.13]heptan-7-ylmethoxy)pyrazol-1-yl]-N-(o-tolylsulfonyl)-2-[(4S)-2,2,4-trimethylpyrrolidin-1-yl]pyridine-3-carboxamide